NC=1C=CC(=NC1N)C=1C=C(CC2=NNC(C3=CC=CC=C23)=O)C=CC1F 4-(3-(5,6-diaminopyridin-2-yl)-4-fluoro-benzyl)phthalazin-1(2H)-one